1-methyldiethoxysilyl-6-bis(methyldiethoxysilylpropylamino)methylsilylhexane C[Si](CCCCCC[SiH2]C(NCCC[Si](C)(OCC)OCC)NCCC[Si](OCC)(OCC)C)(OCC)OCC